1-methyl-N-(5-(quinazolin-7-yl)thiazol-2-yl)piperidine-4-carboxamide CN1CCC(CC1)C(=O)NC=1SC(=CN1)C1=CC=C2C=NC=NC2=C1